C(C)OC(=O)C1=CC=2C(=C(N=CC2)Cl)N1CC1CC1 7-chloro-1-(cyclopropylmethyl)pyrrolo[2,3-c]pyridine-2-carboxylic acid ethyl ester